[Br-].C(#N)CCCC1=C(C=CC=C1)P(C1=CC=CC=C1)C1=CC=CC=C1 (3-Cyanopropyl)triphenylphosphine bromide